CN(C1=CC=C2C(OC(=O)C2=C1)(C1=CC=C(C=C1)N(C)C)C1=CC=C(C=C1)N(C)C)C 6-dimethylamino-3,3-bis(4-dimethylaminophenyl)phthalide